[Cl-].C(CCC)N1C(=[N+](C=C1)C)CCCC 1,2-dibutyl-3-methyl-imidazolium chloride